N-(4-((4-(6-fluoropyridin-3-yl)phenyl)amino)benzyl)-N-hydroxy-1-methylpiperidine-4-carboxamide FC1=CC=C(C=N1)C1=CC=C(C=C1)NC1=CC=C(CN(C(=O)C2CCN(CC2)C)O)C=C1